N-(3-methylphenyl)glycine ethyl ester C(C)OC(CNC1=CC(=CC=C1)C)=O